5-chloro-2-(2-fluoro-4-pyridinyl)-4-[(3R)-3-methoxy-1-piperidinyl]-1H-pyrimidin-6-one ClC1=C(N=C(NC1=O)C1=CC(=NC=C1)F)N1C[C@@H](CCC1)OC